C(C)N1N=CC(=C1)C1=CC=CC(=N1)C(=O)NC=1C=C(C=NC1C(F)(F)F)N1C[C@@](CC1)(C(=O)OC)OC (S)-methyl 1-(5-(6-(1-ethyl-1H-pyrazol-4-yl)picolinamido)-6-(trifluoromethyl)pyridin-3-yl)-3-methoxypyrrolidine-3-carboxylate